1-((2-(3,6-diazabicyclo[3.1.1]heptan-3-yl)-5-chloro-7-(thiazol-2-yl)benzo[d]oxazol-4-yl)oxy)-1,1-difluoro-2-methylpropan-2-ol C12CN(CC(N1)C2)C=2OC1=C(N2)C(=C(C=C1C=1SC=CN1)Cl)OC(C(C)(O)C)(F)F